5-amino-4-(4-(2,4-difluorophenoxy)piperidin-1-yl)-N-ethylpyridinecarboxamide NC=1C(=CC(=NC1)C(=O)NCC)N1CCC(CC1)OC1=C(C=C(C=C1)F)F